2-fluoro-N-[3-(2-isopropylphenyl)-1-methyl-6-oxo-1,6-dihydro-4-pyridazinyl]-5-(trifluoromethyl)benzamide FC1=C(C(=O)NC=2C(=NN(C(C2)=O)C)C2=C(C=CC=C2)C(C)C)C=C(C=C1)C(F)(F)F